C(C)(C)(C)OC(=O)N1CC2=C(CC1)NN=C2C(=O)NC2(CC2)C2=CC=C(C=N2)C(=O)OC methyl 6-(l-5-[(tert-butoxy)carbonyl]-1H,4H,5H,6H,7H-pyrazolo[4,3-c]pyridine-3-amidocyclopropyl)pyridine-3-carboxylate